8-((6-((dimethyl-amino)methyl)-5-(tetrahydro-2H-pyran-4-yl)pyridin-2-yl)amino)-5-(7-fluoro-imidazo[1,2-a]pyridin-3-yl)isoquinolin-1(2H)-one CN(C)CC1=C(C=CC(=N1)NC=1C=CC(=C2C=CNC(C12)=O)C1=CN=C2N1C=CC(=C2)F)C2CCOCC2